laurylamine oxide stearylaminoxide C(CCCCCCCCCCCCCCCCC)N[O-].C(CCCCCCCCCCC)[NH2]=O